C12CN(CC(CC1)N2)C2=NC(=NC1=C(C(=C(C=C21)Cl)C2=CC(=CC1=CC=CC(=C21)F)O)F)OC[C@H]2N(CCC2)C 4-(4-(3,8-diazabicyclo[3.2.1]octan-3-yl)-6-chloro-8-fluoro-2-(((S)-1-methylpyrrolidin-2-yl)methoxy)quinazolin-7-yl)-5-fluoronaphthalen-2-ol